CN(C(OCN1C(C=CC2=CC=C(C=C12)OCCCCN1CCN(CC1)C1=CC=CC=2SC=CC21)=O)=O)CCCCCCCCC (7-(4-(4-(benzo[b]thiophen-4-yl)piperazin-1-yl)butoxy)-2-oxoquinolin-1(2H)-yl)methyl methyl(nonyl)carbamate